FC(C1=CC2=C(SC(=C2)C(N[C@@H]2C(N3[C@@H](CC[C@@H]3CC2)C(=O)N2CC(C2)C2=NC=CC=C2)=O)=O)C=C1)(F)P(O)(O)=O (difluoro(2-(((3S,6S,8aS)-5-oxo-3-(3-(pyridin-2-yl)azetidine-1-carbonyl)octahydroindolizin-6-yl)carbamoyl)benzo[b]thiophen-5-yl)methyl)phosphonic acid